8-chloro-5-(1,1-dioxidothiomorpholin-4-yl)imidazo[1,5-a]pyridin ClC=1C=2N(C(=CC1)N1CCS(CC1)(=O)=O)C=NC2